CN1C=NC=CC1=O methyl-6-oxo-1,6-dihydropyrimidine